C1(=CC(=CC=C1)N[C@H]1CN(CC1)CC(=O)N1[C@@H](CCC1)C#N)C1=CC=CC=C1 (S)-1-(2-((R)-3-([1,1'-Biphenyl]-3-ylamino)pyrrolidin-1-yl)acetyl)pyrrolidin-2-carbonitril